3-(Isopropylamino)-N,N-dimethylpropanamide C(C)(C)NCCC(=O)N(C)C